O=C1NC(CCC1C1=CC=C(C=C1)N1CCN(CC1)CCC1CCN(CC1)NC(=O)C1=CC=C(NC2=NC=C(C(=N2)NC2=CC=C(C=C2)NC(C2=C(C=CC=C2)F)=O)F)C=C1)=O N-[4-[[2-[4-[[4-[2-[4-[4-(2,6-dioxo-3-piperidyl)phenyl]piperazin-1-yl]ethyl]-1-piperidyl]carbamoyl]anilino]-5-fluoro-pyrimidin-4-yl]amino]phenyl]-2-fluoro-benzamide